ClC=1C(=NC(=CN1)CCCOC)N1CCC(CC1)C#N 1-(3-chloro-6-(3-methoxypropyl)pyrazin-2-yl)piperidine-4-carbonitrile